CC1=C(C=C2C=C(N=CC2=C1)NC(=O)[C@@H]1[C@H](C1)C1=NC=CC=C1)N1CC[NH+](CC1)[C@@]1(COCC1)C (1S,2S)-N-[7-methyl-6-[4-((S)-3-methyltetrahydrofuran-3-yl)piperazin-4-ium-1-yl]-3-isoquinolinyl]-2-(2-pyridinyl)cyclopropanecarboxamide